BrC1=C(C=C(C=C1)O)OC 2-bromo-5-hydroxyanisole